tert-butyl N-[1-(5-fluoro-1H-indol-4-yl)-4-piperidinyl]-N-methylcarbamate FC=1C(=C2C=CNC2=CC1)N1CCC(CC1)N(C(OC(C)(C)C)=O)C